CC1C(NC2=C(O1)N=CNC2=O)=O 7-methyl-3H,4H,5H,6H,7H-pyrimido[4,5-b][1,4]oxazine-4,6-dione